FC=1C=C(C=CC1F)C=1C=C(C=NC1)OC1=CC(=CC(=N1)S(=O)(=O)N)OC1CCN(CC1)S(=O)(=O)C 6-((5-(3,4-difluorophenyl)pyridin-3-yl)oxy)-4-((1-(methylsulfonyl)piperidin-4-yl)oxy)pyridine-2-sulfonamide